C(C)[C@@H]1N(C[C@H](N(C1)C(C)C1=C(C=C(C=C1)F)OC(F)(F)F)CC)C=1C=2C(N(C(C1)=O)C)=CNN2 7-((2S,5R)-2,5-diethyl-4-(1-(4-fluoro-2-(trifluoromethoxy)phenyl)ethyl)piperazin-1-yl)-4-methyl-2,4-dihydro-5H-pyrazolo[4,3-b]pyridin-5-one